C(CCC)OC(C1=C(C(=CC=C1)O)N)=O 3-hydroxy-2-aminobenzoic acid n-butyl ester